(R)-6-cyclopropyl-4-((1-(3-(difluoromethyl)-2-fluorophenyl)ethyl)amino)-2-methyl-2,6-dihydropyrido[3,4-d]pyridazine-1,7-dione C1(CC1)N1C=C2C(=NN(C(C2=CC1=O)=O)C)N[C@H](C)C1=C(C(=CC=C1)C(F)F)F